CC1=C(C(=NN1C1=CC=2C(N=C1C1NCCC1)=NN(C2)C)C=2C1=CN(N=C1C=CC2)C[C@H](O)C2=CC=CC=C2)C(C)C (1R)-2-(4-{5-Methyl-1-[2-methyl-6-(pyrrolidin-2-yl)-2H-pyrazolo[3,4-b]pyridin-5-yl]-4-(propan-2-yl)-1H-pyrazol-3-yl}-2H-indazol-2-yl)-1-phenylethan-1-ol